C(#N)C1=CC(=C(C=C1)NS(=O)(=O)C1=CNC=C1CC1=NC=CC=C1)F N-(4-cyano-2-fluorophenyl)-4-(pyridin-2-ylmethyl)-1H-pyrrole-3-sulfonamide